4-((2S,6R)-4-(3-Amino-6-(2-hydroxyphenyl)pyridazin-4-yl)-6-methylmorpholin-2-yl)-3-methylbenzoic acid NC=1N=NC(=CC1N1C[C@@H](O[C@@H](C1)C)C1=C(C=C(C(=O)O)C=C1)C)C1=C(C=CC=C1)O